tert-butyl ((1S,3S)-3-((5-(hydroxymethyl)-2-oxo-2H-[1,3'-bipyridin]-6'-yl)amino)cyclopentyl)carbamate OCC=1C=CC(N(C1)C=1C=NC(=CC1)N[C@@H]1C[C@H](CC1)NC(OC(C)(C)C)=O)=O